2,2,6,6-tetramethylpiperidin-1-olate CC1(N(C(CCC1)(C)C)[O-])C